(1S,3S)-3-((6-(5-(azidomethyl)-1-methyl-1H-pyrazol-4-yl)-2-methylpyridin-3-yl)oxy)cyclohexanecarboxylic acid isopropyl ester C(C)(C)OC(=O)[C@@H]1C[C@H](CCC1)OC=1C(=NC(=CC1)C=1C=NN(C1CN=[N+]=[N-])C)C